(1R,4R)-4-(4-(((R)-1-(4-(2-(((tert-butoxycarbonyl)(methyl)amino)methyl)phenyl)thiophene-2-yl)ethyl)amino)-7-methoxy-2-methylquinazolin-6-yl)cyclohexane-1-carboxylic acid C(C)(C)(C)OC(=O)N(C)CC1=C(C=CC=C1)C=1C=C(SC1)[C@@H](C)NC1=NC(=NC2=CC(=C(C=C12)C1CCC(CC1)C(=O)O)OC)C